C(C)(C)(C)OC(=O)N1C[C@]2(CCN3N=C(C=C32)C=3C=NC(=C(C3)O[C@@H](C)C3=CC=CC=C3)N)CC1 |&1:9| (rac)-tert-butyl-2'-{6-amino-5-[(1S)-1-phenylethoxy]pyridin-3-yl}-5',6'-dihydrospiro[pyrrolidine-3,4'-pyrrolo[1,2-b]pyrazole]-1-carboxylate